N-((5,6-dichloro-1H-benzo[d]imidazol-2-yl)methyl)-N-(4-methoxybenzyl)-6-(4-methylpiperazin-1-yl)-3-(trifluoromethyl)imidazo[1,2-b]pyridazin-8-amine ClC1=CC2=C(NC(=N2)CN(C=2C=3N(N=C(C2)N2CCN(CC2)C)C(=CN3)C(F)(F)F)CC3=CC=C(C=C3)OC)C=C1Cl